(2R)-2-(3-ethoxy-3-oxopropyl)morpholine-4-carboxylic acid tert-butyl ester C(C)(C)(C)OC(=O)N1C[C@H](OCC1)CCC(=O)OCC